4-(2-(7-amino-2-(furan-2-yl)-[1,2,4]triazolo[1,5-a][1,3,5]triazin-5-ylamino)ethyl)-N-(1-hydroxy-2-methylpropan-2-yl)benzamide NC1=NC(=NC=2N1N=C(N2)C=2OC=CC2)NCCC2=CC=C(C(=O)NC(CO)(C)C)C=C2